(6-methyl-2-phenylpyrimidin-4-yl)(4-(methylsulfonyl)piperazin-1-yl)methanone CC1=CC(=NC(=N1)C1=CC=CC=C1)C(=O)N1CCN(CC1)S(=O)(=O)C